OCCCC1CC2(C1)CCN(CC2)CC2CCC(CC2)N2N=C1C=C(C(=CC1=C2)N2C(C=CC=C2C(F)(F)F)C(=O)N)OC 1-N-[2-[4-[[2-(3-hydroxypropyl)-7-azaspiro[3.5]nonan-7-yl]methyl]cyclohexyl]-6-methoxy-indazol-5-yl]-6-(trifluoromethyl)pyridine-2-carboxamide